2-methyl-1,4-phenylenebis(4-(((4-(acryloyloxy) butoxy) carbonyl) oxy) benzoate) CC1=C(C=CC(=C1)C1=C(C(=O)[O-])C=CC(=C1)OC(=O)OCCCCOC(C=C)=O)C1=C(C(=O)[O-])C=CC(=C1)OC(=O)OCCCCOC(C=C)=O